FC1=CC(=CC(=N1)C1CN(CC1)C(=O)C1=C(OC=2N=CN=C(C21)NC2(CC2)C)C)C 5-[3-(6-fluoro-4-methylpyridin-2-yl)pyrrolidine-1-carbonyl]-6-methyl-N-(1-methylcyclopropyl)furo[2,3-d]pyrimidin-4-amine